tert-butyl ((trans)-3-fluoropiperidin-4-yl)carbamate F[C@@H]1CNCC[C@H]1NC(OC(C)(C)C)=O